2-((4-chlorophenyl)amino)-2-oxoacetic acid ClC1=CC=C(C=C1)NC(C(=O)O)=O